monoundecenyl ether mono-dodecanoate C(CCCCCCCCCCC)(=O)O.C(=CCCCCCCCCC)OC=CCCCCCCCCC